NC1=NC=CC2=C1N(C(N2C2=CC=C(C=C2)N2CCNCC2)=O)C2=CC=C(CNC(C1=C(C=CC(=C1)F)OC)=O)C=C2 N-(4-(4-amino-2-oxo-1-(4-(piperazin-1-yl)phenyl)-1,2-dihydro-3H-imidazo[4,5-c]pyridin-3-yl)benzyl)-5-fluoro-2-methoxybenzamide